2,2'-((1E,1'E)-(benzo[c][1,2,5]selenadiazole-4,7-diylbis(4,1-phenylene))bis(ethene-2,1-diyl))bis(6-(dimethylamino)-1-methylquinolin-1-ium) N=1[Se]N=C2C1C(=CC=C2C2=CC=C(C=C2)/C=C/C2=[N+](C1=CC=C(C=C1C=C2)N(C)C)C)C2=CC=C(C=C2)/C=C/C2=[N+](C1=CC=C(C=C1C=C2)N(C)C)C